5-methyl-2-phenyl-1,2,4-triazole CC=1N=CN(N1)C1=CC=CC=C1